2-fluoro-4-(((3S,4R)-4-hydroxy-4-(hydroxymethyl)-1-((2-methyl-4-(trifluoromethyl)thiazol-5-yl)sulfonyl)pyrrolidin-3-yl)oxy)benzonitrile FC1=C(C#N)C=CC(=C1)O[C@H]1CN(C[C@]1(CO)O)S(=O)(=O)C1=C(N=C(S1)C)C(F)(F)F